C(CCCCC)N(C1=CC=C(C=C1)C#C)CCCCCC p-(dihexylamino)phenylacetylene